2-{[(5-Cyclobutyl-3-ethylimidazol-4-yl)methyl]sulfanyl}-3H,5H,6H,7H-cyclopenta[d]pyrimidin-4-one trifluoroacetate salt FC(C(=O)O)(F)F.C1(CCC1)C1=C(N(C=N1)CC)CSC=1NC(C2=C(N1)CCC2)=O